CN1CCC(CC1)NC1=C2C=C(N(C2=CC=C1)CC(F)(F)F)C1=NC(=NO1)CNC(C1=CC=CC=C1)=O N-[(5-{4-[(1-methylpiperidin-4-yl)amino]-1-(2,2,2-trifluoroethyl)-1H-indol-2-yl}-1,2,4-oxadiazol-3-yl)methyl]benzamide